ClC=1C(=NC=C(C1)[N+](=O)[O-])C(CO)O 1-(3-chloro-5-nitropyridin-2-yl)ethane-1,2-diol